(3R,4S)-4-[[(1,1-dimethylethyl)dimethylsilyl]oxy]-3-methylpiperidine CC(C)(C)[Si](O[C@@H]1[C@@H](CNCC1)C)(C)C